COC(C1=C(C=CC=C1)CN1C(N(C2=NC(=NC=C12)N)[C@@H]1O[C@@H](C[C@H]1OC(C)=O)COC(C)=O)=O)=O Methyl-2-((9-((2R,3R,5S)-3-acetoxy-5-(acetoxymethyl)tetrahydrofuran-2-yl)-2-amino-8-oxo-8,9-dihydro-7H-purin-7-yl)methyl)benzoat